pentacyclo[6.5.1.13,6.02,7.09,13]-4-pentadecene C12C3C4C=CC(C3C(C3CCCC31)C2)C4